Indole-6-boronic acid pinacol ester N1C=CC2=CC=C(C=C12)B1OC(C)(C)C(C)(C)O1